ClC=1C=C(C=CC1)C1OC(=C(C1=O)OC(C)=O)N 2-(3-chlorophenyl)-4-(acetoxy)-5-amino-3(2H)-furanone